tert-Butyl (3-cyano-7-fluoro-4-(5-fluoro-3-((3R,4S)-3-hydroxy-4-(isopropyl(methyl)amino)-pyrrolidin-1-yl)-7,9-dihydrofuro[3,4-f]quinazolin-6-yl)thieno[3,2-c]pyridin-2-yl)carbamate C(#N)C1=C(SC2=C1C(=NC=C2F)C=2C1=C(C=3C=NC(=NC3C2F)N2C[C@H]([C@H](C2)N(C)C(C)C)O)COC1)NC(OC(C)(C)C)=O